Tetraaminogermanium N[Ge](N)(N)N